C(C)(C)(C)OC(=O)N1CCC(CC1)C(NC1=CC(=NC(=C1)OC)C1=CC=CC=2OCCOC21)=O 4-[2-(2,3-Dihydro-benzo[1,4]dioxin-5-yl)-6-methoxy-pyridin-4-ylcarbamoyl]-piperidine-1-carboxylic acid tert-butyl ester